(2-(4-methylpiperazin-1-yl)ethyl)-5-(2-nitrophenyl)-2-(3-(trifluoromethoxy)phenyl)Azole-4-carboxamide Ammonium hydroxide [OH-].[NH4+].CN1CCN(CC1)CCC1=C(NC(=C1C(=O)N)C1=C(C=CC=C1)[N+](=O)[O-])C1=CC(=CC=C1)OC(F)(F)F